C(=O)(O[O-])[O-] Peroxocarbonat